FC(C1C(C(OS1(=O)=O)C)C)(F)F 1-(trifluoromethyl)-2,3-dimethyl-propanesultone